Ethyl 3,4-bis((methylsulfonyl)oxy)cyclopentane-1-carboxylate CS(=O)(=O)OC1CC(CC1OS(=O)(=O)C)C(=O)OCC